praseodymium sodium sulfate S(=O)(=O)([O-])[O-].[Na+].[Pr+3].S(=O)(=O)([O-])[O-]